OCCNS(=O)(=O)C1=C(C=CC=C1)NC1=C(C=C(C=C1Cl)Cl)Cl N-(2-hydroxyethyl)-2-(2,4,6-trichlorophenylamino)benzenesulfonamide